ClCC=1SC(=NN1)CC 2-(chloromethyl)-5-ethyl-1,3,4-thiadiazole